ClC1=NN=C(C(N1C)=O)N[C@H]1CN(CCC1)CC1=CC=CC=C1 3-chloro-4-methyl-6-[[(3R)-1-benzyl-3-piperidyl]amino]-1,2,4-triazin-5-one